Sodium terbium gallium indium germanium [Ge].[In].[Ga].[Tb].[Na]